(2-((S)-2-cyano-4,4-difluoro-1-pyrrolidinyl)propoxy)-2-oxoquinoline-4-carboxamide C(#N)[C@H]1N(CC(C1)(F)F)C(COC=1C(NC2=CC=CC=C2C1C(=O)N)=O)C